(2S)-1-[2-[4-[methyl-(6-quinolinyl)amino]-1-piperidinyl]acetyl]pyrrolidine-2-carbonitrile CN(C1CCN(CC1)CC(=O)N1[C@@H](CCC1)C#N)C=1C=C2C=CC=NC2=CC1